Ethylhexylether C(C)OCCCCCC